CN(C)CC1(CCC1)NC(=O)C1=C(OC2=C1C=C(C=C2)OCC=2C(=NC=CC2)C(F)(F)F)C N-(1-((dimethylamino)methyl)cyclobutyl)-2-methyl-5-((2-(trifluoromethyl)pyridin-3-yl)-methoxy)benzofuran-3-carboxamide